COC=1C(=C2C=CNC2=C(C1)C)CN1[C@@H](C[C@H](CC1)C1=NC=CC=C1)C1=CC=C(C(=O)O)C=C1 4-((2s,4s)-1-((5-methoxy-7-methyl-1H-indol-4-yl)methyl)-4-(pyridin-2-yl)piperidin-2-yl)benzoic acid